penta-triene C=C=C=CC